(R)-3-((3-(8-amino-3,4-dihydro-2,7-naphthyridin-2(1H)-yl)phenyl)ethynyl)-3-hydroxy-1-methylpyrrolidin-2-one NC=1N=CC=C2CCN(CC12)C=1C=C(C=CC1)C#C[C@]1(C(N(CC1)C)=O)O